CC(CC)OC1=C(C=C(C=C1)C)S(=O)(=O)N 2-(butan-2-yloxy)-5-methylbenzene-1-sulfonamide